[C@H]12N(C[C@H](CC1)C2)C(=O)C=2C=C(OC1=C(C=C(C=C1Cl)N1N=C(C(NC1=O)=O)Cl)Cl)C=CC2O 2-[4-[3-[(1S,4R)-2-azabicyclo[2.2.1]heptane-2-carbonyl]-4-hydroxy-phenoxy]-3,5-dichloro-phenyl]-6-chloro-1,2,4-triazine-3,5-dione